NC1=C2N=CN(C2=NC(=N1)F)[C@H]1C[C@@H]([C@@](O1)(C#C)CO[P@](=O)(OC1=CC=CC=C1)N[C@H](C(=O)OCCCCCCCCCCC)CC1=CC(=CC(=C1)F)F)O undecyl (S)-2-(((S)-(((2R,3S,5R)-5-(6-amino-2-fluoro-9H-purin-9-yl)-2-ethynyl-3-hydroxytetrahydrofuran-2-yl)methoxy)(phenoxy)phosphoryl)amino)-3-(3,5-difluorophenyl)propanoate